2-(1,3-diphenylpropyl)malononitrile C1(=CC=CC=C1)C(CCC1=CC=CC=C1)C(C#N)C#N